C1(CC1)[C@H](C)NC1=NN2C(C=N1)=C(C=C2)C=2C=C1C(=NC2)N=C(N1C1CCOCC1)C (S)-N-(1-cyclopropylethyl)-5-(2-methyl-1-(tetrahydro-2H-pyran-4-yl)-1H-imidazo[4,5-b]pyridin-6-yl)pyrrolo[2,1-f][1,2,4]triazin-2-amine